OC=1C=C2C=CC(=CC2=CC1)C1(C2=CC(=CC=C2C=2C=CC(=CC12)C=1C2=CC=CC=C2C=2C=CC=CC2C1)C=1C2=CC=CC=C2C=2C=CC=CC2C1)C1=CC2=CC=C(C=C2C=C1)O 9,9-bis(6-hydroxy-2-naphthyl)-2,7-di(9-phenanthryl)fluorene